5-(6-(((S)-1-cyclopropylethyl)amino)-4-(trifluoromethyl)pyridin-3-yl)-4-((S)-4,4-difluoro-2-methylpyrrolidine-1-carbonyl)-N-((1R,2S)-2-hydroxycyclobutyl)thiazole-2-carboxamide C1(CC1)[C@H](C)NC1=CC(=C(C=N1)C1=C(N=C(S1)C(=O)N[C@H]1[C@H](CC1)O)C(=O)N1[C@H](CC(C1)(F)F)C)C(F)(F)F